3-[6-Chloro-3-[[(1R)-1-[3,6-dimethyl-4-oxo-2-[3-(trifluoromethyl)-1-bicyclo[1.1.1]pentanyl]chromen-8-yl]ethyl]amino]-2-pyridyl]-4H-1,2,4-oxadiazol-5-one ClC1=CC=C(C(=N1)C1=NOC(N1)=O)N[C@H](C)C=1C=C(C=C2C(C(=C(OC12)C12CC(C1)(C2)C(F)(F)F)C)=O)C